Cl.FC(C=1C=CC(=NC1)C1C2CCC(CN1)C2)(F)F 2-(5-(trifluoromethyl)pyridin-2-yl)-3-azabicyclo[3.2.1]octane hydrochloride